5-(allyloxy)-5-(4-chlorophenyl)-2,5-dihydro-3H-imidazo[2,1-a]isoindole C(C=C)OC1(N2C(C3=CC=CC=C13)=NCC2)C2=CC=C(C=C2)Cl